5-chloro-N-(4,4-dimethylcyclohexyl)-6-fluoro-1H-pyrrolo[2,3-b]pyridine ClC=1C=C2C(=NC1F)N(C=C2)C2CCC(CC2)(C)C